OC=1S(C(=CC1)C)=O 2-hydroxy-5-methylthiophenone